di-melamine dihydrogen phosphate aluminum salt [Al+3].P(=O)(O)(O)[O-].N1=C(N)N=C(N)N=C1N.N1=C(N)N=C(N)N=C1N.P(=O)(O)(O)[O-].P(=O)(O)(O)[O-]